2-(2-Oxo-3,3-bis(phenylselanyl)propyl)dibenzo[b,e]oxepin-11(6H)-one O=C(CC1=CC2=C(OCC3=C(C2=O)C=CC=C3)C=C1)C([Se]C1=CC=CC=C1)[Se]C1=CC=CC=C1